5-butyl-5-ethyl-2-(2,4,6-tri-tert-butylphenoxy)-1,3,2-dioxaphospholane C(CCC)C1(COP(O1)OC1=C(C=C(C=C1C(C)(C)C)C(C)(C)C)C(C)(C)C)CC